FC=1C(=C(C=O)C=C(C1)C(=O)N1C(CCC1)C1=CC(=CC=C1)N1CCCC1)O 3-fluoro-2-hydroxy-5-(2-(3-(pyrrolidin-1-yl)phenyl)pyrrolidine-1-carbonyl)benzaldehyde